dicyclohexyl(1-phenyl-2-(4,4,5,5-tetramethyl-1,3,2-dioxaborolan-2-yl)allyl)phosphine oxide C1(CCCCC1)P(C(C(=C)B1OC(C(O1)(C)C)(C)C)C1=CC=CC=C1)(C1CCCCC1)=O